(S)-6-(5-(((2-(7-Fluoro-1-methyl-2-oxo-1,2,3,4-tetrahydroquinolin-8-yl)ethyl)amino)methyl)-2-oxooxazolidin-3-yl)-2H-pyrido[3,2-b][1,4]oxazin-3(4H)-one FC1=CC=C2CCC(N(C2=C1CCNC[C@H]1CN(C(O1)=O)C=1C=CC=2OCC(NC2N1)=O)C)=O